FC1(CN(CC[C@H]1NC1=NN2C(C(=N1)OC)=C(C=C2)C=2C=CC1=C(N(N=N1)C(CF)CF)C2)C2(COC2)[2H])F (R)-N-(3,3-difluoro-1-(oxetan-3-yl-3-d)piperidin-4-yl)-5-(1-(1,3-difluoropropan-2-yl)-1H-benzo[d][1,2,3]triazol-6-yl)-4-methoxypyrrolo[2,1-f][1,2,4]triazin-2-amine